4-fluoro-N-(6-(fluoro(1-methylpiperidin-4-ylidene)methyl)pyridin-2-yl)benzamide FC1=CC=C(C(=O)NC2=NC(=CC=C2)C(=C2CCN(CC2)C)F)C=C1